CC1(OC[C@@H]2[C@@H](O1)[C@@H](C=CO2)OCC3=CC=CC=C3)C 3-O-benzyl-4,6-O-isopropylidene-D-glucal